(3S,4R)-N3-(2,4,5-Trimethoxybenzyl)tetrahydrofuran-3,4-diamine COC1=C(CN[C@@H]2COC[C@@H]2N)C=C(C(=C1)OC)OC